3-tert-butyl-dimethyl-silyloxy-3-(furan-2-yl)-propanal C(C)(C)(C)C(C(C=O)(O[SiH3])C)(C=1OC=CC1)C